tert-butyl 4-(1,3-dioxoisoindolin-2-yl)-3-(hydroxymethyl)piperidine-1-carboxylate O=C1N(C(C2=CC=CC=C12)=O)C1C(CN(CC1)C(=O)OC(C)(C)C)CO